OC1=CC(=NC(=C1)CN(CC1=CC=CC(=N1)C(=O)OC(C)(C)C)CC1=CC=CC(=N1)C(=O)OC(C)(C)C)CN(CC1=CC=CC(=N1)C(=O)OC(C)(C)C)CC1=CC=CC(=N1)C(=O)OC(C)(C)C tetra-tert-butyl 6,6',6'',6'''-((((4-hydroxypyridine-2,6-diyl)bis(methylene))bis(azanetriyl))tetrakis(methylene))tetrapicolinate